C1(=CC=CC1)P(C1=CC=CC=C1)C1=CC=CC=C1.C1(=CC=CC1)P(C1=CC=CC=C1)C1=CC=CC=C1.[Pd] palladium bis((cyclopenta-1,3-dien-1-yl)diphenylphosphane)